NCCCN1C2CN(C(C1)CC2)C2=CC=C(C=C2)C2C(NC(CC2)=O)=O 3-(4-(5-(3-aminopropyl)-2,5-diazabicyclo[2.2.2]octan-2-yl)phenyl)piperidine-2,6-dione